3-(5-isopropoxypyridin-2-yl)-N-(3-methoxypyridin-2-yl)-1,2,4-thiadiazol-5-amine C(C)(C)OC=1C=CC(=NC1)C1=NSC(=N1)NC1=NC=CC=C1OC